2,2-dimethyl-3-vinyl-2H-chromene-7-carbonitrile CC1(OC2=CC(=CC=C2C=C1C=C)C#N)C